C1(CC1)C#C[C@@]1(C2=C(NC(O1)=O)C=C(C(=C2)F)CO)C(C)(F)F (R)-4-(cyclopropylethynyl)-4-(1,1-difluoroethyl)-6-fluoro-7-(hydroxymethyl)-1,4-dihydro-2H-benzo[d][1,3]oxazin-2-one